(S)-2-((4-(6-((2-oxaspiro[3.3]heptan-6-yl)methoxy)pyridin-2-yl)piperazin-1-yl)methyl)-1-(oxetan-2-ylmethyl)-1H-benzo[d]imidazole-6-carboxylic acid C1OCC12CC(C2)COC2=CC=CC(=N2)N2CCN(CC2)CC2=NC1=C(N2C[C@H]2OCC2)C=C(C=C1)C(=O)O